(7-(6-(1-hydroxypropyl)-4-methylpyridin-3-yl)-2,6-naphthyridin-3-yl)acetamide OC(CC)C1=CC(=C(C=N1)C1=NC=C2C=C(N=CC2=C1)CC(=O)N)C